C1(=C(C=CC=C1)C1=CC=C(C=C1)CC(=O)O)C.C(C)(=O)O acetate (p-tolyl 2-phenylacetate)